C(CC)[SiH2]OCC propyl-ethoxysilane